C(C)(C)(C)OOC1=C(C(=C(C=C1)C(C)C)C(C)C)OOC(C)(C)C Bis(tert-butyldioxy)diisopropylbenzene